N1=C2C(=NC=C1N)COC2 7H-furo[3,4-b]pyrazin-2-amine